(2-chloro-6-fluorophenyl)-3-methylpent-2-en-1-imine ClC1=C(C(=CC=C1)F)C(C=C(CC)C)=N